ClC1=C2C(NC(=NC2=CC=C1SC=1N=CC(=NC1)N1CCC2([C@@H]([C@@H](OC2)C)NS(=O)C(C)(C)C)CC1)C)=O N-((3S,4S)-8-(5-((5-chloro-2-methyl-4-oxo-3,4-dihydroquinazolin-6-yl)thio)pyrazin-2-yl)-3-Methyl-2-oxa-8-azaspiro[4.5]decan-4-yl)-2-methylpropane-2-sulfinamide